mesitylenediazonium tetrafluoroborate F[B-](F)(F)F.C1(=C(C(=CC(=C1)C)C)[N+]#N)C